C(C=C)OC1(CCN(CC1)C1=C(C=CC(=C1)Br)N=[N+]=[N-])C(F)(F)F 4-(allyloxy)-1-(2-azido-5-bromophenyl)-4-(trifluoromethyl)piperidine